OC1=C2C[C@H](OC(C2=C(C(=C1)C(=O)N[C@H](C(=O)O)CC1=CC=CC=C1)O)=O)C (2S)-2-[[(3R)-5,8-dihydroxy-3-methyl-1-oxo-3,4-dihydroisochromene-7-carbonyl]amino]-3-phenylpropanoic acid